BrC1=C2C=NN(C2=CC=C1)C1OCCCC1 4-bromo-1-(tetrahydro-pyran-2-yl)-1H-indazole